ethyl (E)-6-(2-ethoxyvinyl)-1-(tetrahydro-2H-pyran-2-yl)-1H-pyrazolo[3,4-b]pyridine-4-carboxylate C(C)O/C=C/C=1C=C(C2=C(N1)N(N=C2)C2OCCCC2)C(=O)OCC